methyl (±)-4-(1-(2,2-difluoroethyl)-4-((5-methoxy-7-methyl-1-tolyl-1H-indol-4-yl)thio)piperidin-3-yl)benzoate FC(CN1CC(C(CC1)SC1=C2C=CN(C2=C(C=C1OC)C)C1=C(C=CC=C1)C)C1=CC=C(C(=O)OC)C=C1)F